2-Amino-3-(4-chlorophenyl)-N-[4-(1H-pyrrolo[2,3-b]pyridin-4-yl)phenyl]propenamide NC(C(=O)NC1=CC=C(C=C1)C1=C2C(=NC=C1)NC=C2)=CC2=CC=C(C=C2)Cl